N1=C(N=CC=C1)C=1N=CSC1C(C)NC(C1=CC(=CC(=C1)C(F)(F)F)C(F)(F)F)=O N-[1-(4-pyrimidin-2-ylthiazol-5-yl)ethyl]-3,5-bis(trifluoromethyl)benzamide